4-amino-1-[(2R,3S,4S,5R)-4-(benzyloxy)-5-[(benzyloxy)methyl]-5-ethynyl-3-hydroxyoxolan-2-yl]-5-fluoropyrimidin-2-one NC1=NC(N(C=C1F)[C@@H]1O[C@]([C@H]([C@@H]1O)OCC1=CC=CC=C1)(C#C)COCC1=CC=CC=C1)=O